FC(OC=1C=C(C=C(C1C(=O)N1CC(C1)(C(F)(F)F)O)OC)C=1N(N=C2C=C(C=C(C12)C#N)C=1C=NNC1)C)F 3-[3-(difluoromethoxy)-4-[3-hydroxy-3-(trifluoromethyl)azetidine-1-carbonyl]-5-methoxyphenyl]-2-methyl-6-(1H-pyrazol-4-yl)indazole-4-carbonitrile